C(CC)C(C(=O)O)CCCCCCC propyl-nonanoic acid